N[C@@H](CC(=O)O)C(=O)O.C(CCCCCCCCCCCCC)(=O)[Na] myristoyl-sodium aspartate